BrC[C@@H]1CC[C@@H](CC1)OC cis-1-(Bromomethyl)-4-methoxycyclohexane